trans-1,2-dimethylcyclopropane C[C@H]1[C@@H](C1)C